C(C)(C)(C)NS(=O)(=O)C1=CC=C(C=C1)C(/C=C/C1=CC=C(C(=O)O)C=C1)=O 4-[(E)-3-[4-(Tert-butylsulfamoyl)phenyl]-3-oxoprop-1-enyl]benzoic acid